ClC1=C(C=C2NC=3CC(CC(C3C(C2=C1)=O)=O)C1=NC=C(C=C1)C1=CC=C(C=C1)OC(F)(F)F)OC 7-chloro-6-methoxy-3-(5-(4-(trifluoromethoxy)phenyl)pyridin-2-yl)-3,4-dihydroacridine-1,9(2H,10H)-dione